bromo-2-methyl-2',3'-dihydro-1'h-spiro[cyclopropane-1,4'-isoquinoline]-1'-one BrN1C(C2=CC=CC=C2C2(C1)C(C2)C)=O